tert-butyl (S)-(1-(6-((2-(1H-pyrazol-1-yl)benzyl)amino)-9-isopropyl-9H-purin-2-yl)pyrrolidin-3-yl)carbamate N1(N=CC=C1)C1=C(CNC2=C3N=CN(C3=NC(=N2)N2C[C@H](CC2)NC(OC(C)(C)C)=O)C(C)C)C=CC=C1